1-isothiocyano-4R-methylsulfinylthiobutane N(=C=S)CCCCS[S@@](=O)C